2-chloro-9-isopropyl-N-(piperidin-4-yl)-9H-purin-6-amine ClC1=NC(=C2N=CN(C2=N1)C(C)C)NC1CCNCC1